C1(CCCCC1)N1C([C@@H]2[C@H](C1=O)C=N[C@]2(P(OCC)(=O)OCC)C2=CC=CC=C2)=O |r| Diethyl (1RS,3aSR,6aSR)-5-cyclohexyl-4,6-dioxo-1-phenyl-1,3a,4,5,6,6a-hexahydropyrrolo[3,4-c]pyrrole-1-phosphonate